(E)-6-(4-(4-aminostyryl)phenoxy)hexan-1-ol NC1=CC=C(/C=C/C2=CC=C(OCCCCCCO)C=C2)C=C1